(S)-hydroxy-(5z,9e,1z,14z)-eicosatetraenoic acid OC(C(=O)O)=C\C=C/C=C\C=C\CCCCCCCCCCC